2-(1-cyclopropyl-1H-Pyrazole-3-carbonyl)-6-(3-methyl-1H-pyrrolo[2,3-b]pyridin-5-yl)-1,2,3,4-tetrahydroisoquinoline C1(CC1)N1N=C(C=C1)C(=O)N1CC2=CC=C(C=C2CC1)C=1C=C2C(=NC1)NC=C2C